racemic-2-ethylcyclopentan-1-one C(C)[C@H]1C(CCC1)=O |r|